C(#N)CCCCC\C=C/[C@@H](\C=C/C\C=C/C\C=C/CCCC(=O)O)C (s,5Z,8Z,11Z,14Z)-20-Cyano-13-methylicosa-5,8,11,14-tetraenoic acid